(E)-1-(2-aminophenyl)-3-phenylprop-2-en-1-one NC1=C(C=CC=C1)C(\C=C\C1=CC=CC=C1)=O